4-[5-[(1S)-2-amino-1-hydroxyethyl]pyrimidin-2-yl]-3-(2-methyl-6-piperidin-1-ylpyridin-4-yl)oxybenzonitrile NC[C@@H](O)C=1C=NC(=NC1)C1=C(C=C(C#N)C=C1)OC1=CC(=NC(=C1)N1CCCCC1)C